CN1C=CN2N=CC(=C21)C(=O)N2CC1(C2)CC(C1)N(C([O-])=O)C1=NC=CC(=C1)C(F)(F)F 2-(1-methyl-1H-imidazo[1,2-b]pyrazole-7-carbonyl)-2-azaspiro[3.3]heptan-6-yl(4-(trifluoromethyl)pyridin-2-yl)carbamate